1-(4-aminophenyl)-N1-phenylbenzene-1,2-diamine NC1=CC=C(C=C1)C1(C(C=CC=C1)N)NC1=CC=CC=C1